CC1=CC(=CN=N1)C1CNCCO1 2-(6-methylpyridazin-4-yl)morpholine